1-(6-(1-(4-((3-((4-((5-chloropyrimidin-2-yl)amino)piperidin-1-yl)sulfonyl)phenyl)-ethynyl)benzyl)piperidin-4-yl)-1-methyl-1H-indazol-3-yl)dihydropyrimidine-2,4(1H,3H)-dione ClC=1C=NC(=NC1)NC1CCN(CC1)S(=O)(=O)C=1C=C(C=CC1)C#CC1=CC=C(CN2CCC(CC2)C2=CC=C3C(=NN(C3=C2)C)N2C(NC(CC2)=O)=O)C=C1